FC=1C=C(C=CC1)C1=C(C=CC=C1)C=1C=C2C=CN=CC2=CC1 3-fluoro-2'-(isoquinolin-6-yl)-[1,1'-biphenyl]